(R)-4-(2-((2-(3-Fluorophenyl)-2-hydroxyethyl)amino)-2-methyl-propyl)-N,N-dimethylpiperidine-1-carboxamide hydrochloride Cl.FC=1C=C(C=CC1)[C@H](CNC(CC1CCN(CC1)C(=O)N(C)C)(C)C)O